C(C)(C)(C)OC(=O)NC1CCN(CC1)C1=CC(=C(C(=N1)C1=CC(=C(C=C1)C#N)F)C1=CC(=C(C=C1)OC)O)OCCCCCCC(=O)O 7-((6-(4-((tert-butoxycarbonyl)amino)piperidin-1-yl)-2-(4-cyano-3-fluorophenyl)-3-(3-hydroxy-4-Methoxyphenyl)pyridin-4-yl)oxy)heptanoic acid